6-(3-bromo-2-(trifluoromethyl)phenyl)-2-methoxynicotinaldehyde BrC=1C(=C(C=CC1)C1=NC(=C(C=O)C=C1)OC)C(F)(F)F